CC(C)CC(=O)N propan-2-yl-acetamide